5-(3-chloropropyl)-1H-pyrazole ClCCCC1=CC=NN1